C(CCCCCC(=O)OC(CCC\C=C/CC)CCC\C=C/CC)(=O)OCC(COC(CCCCCC(=O)OC(CCC\C=C/CC)CCC\C=C/CC)=O)COC(=O)OCCCN(CC)CC O1-[2-[3-(diethylamino) propoxycarbonyloxymethyl]-3-[7-[(Z)-1-[(Z)-hept-4-enyl] oct-5-enoxy]-7-oxo-heptanoyl] oxy-propyl] O7-[(Z)-1-[(Z)-hept-4-enyl] oct-5-enyl] heptanedioate